NC1(CN(CCC1)C1=C(C=C(C=C1)C1=CC(=C(C=C1)OC)F)CC1=CN=C2N1C=CN=C2N)C(=O)NC 3-amino-1-(3-((8-aminoimidazo[1,2-a]pyrazin-3-yl)methyl)-3'-fluoro-4'-methoxy-[1,1'-biphenyl]-4-yl)-N-methylpiperidine-3-carboxamide